ClC1=C(C=CC=C1)C1C(O1)C1=C(C=C(C=C1)F)F 3-(2-Chlorophenyl)-2-(2,4-difluorophenyl)oxiran